4-((2S)-4-cyclopropyl-1-((5-methoxy-7-methyl-1H-indol-4-yl)methyl)piperidin-2-yl)benzoic Acid C1(CC1)C1C[C@H](N(CC1)CC1=C2C=CNC2=C(C=C1OC)C)C1=CC=C(C(=O)O)C=C1